1-(4-(1-METHOXYETHYL)PYRIDIN-2-YL)-N-(1-METHYL-1H-INDAZOL-7-YL)-1H-PYRAZOLE-4-SULFONAMIDE COC(C)C1=CC(=NC=C1)N1N=CC(=C1)S(=O)(=O)NC=1C=CC=C2C=NN(C12)C